OC1=NC(=NC(=C1)O)S 4,6-dihydroxyl-2-mercaptopyrimidine